7-chloro-4-(3,3-difluoro-4,4-dimethyl-pyrrolidin-1-yl)-2-(2,4-dimethoxypyrimidin-5-yl)-6-methyl-pyrazolo[1,5-a]pyrazine ClC1=C(N=C(C=2N1N=C(C2)C=2C(=NC(=NC2)OC)OC)N2CC(C(C2)(C)C)(F)F)C